3,5-dimethyl-1,2,4-triazole sodium salt [Na].CC1=NNC(=N1)C